IC=1C(=NC(=C(C1[N+](=O)[O-])OC)[N+](=O)[O-])[N+](=O)[O-] 3-iodo-5-methoxy-2,4,6-trinitropyridine